N-(2-((tert-butyldimethylsilyl)oxy)ethyl)-N-(2,3-dichlorophenyl)-5-(1-methyl-1H-pyrazol-4-yl)-1H-benzo[d]imidazole-2-carboxamide [Si](C)(C)(C(C)(C)C)OCCN(C(=O)C1=NC2=C(N1)C=CC(=C2)C=2C=NN(C2)C)C2=C(C(=CC=C2)Cl)Cl